2-methylamino-piperidine CNC1NCCCC1